O=C1NC(CCC1N1C(C2=CC=C(C=C2C1=O)NC[C@@H]1C[C@H](C1)N1N=CC(=C1)C1=NC(=CC=C1)NC1CCOCC1)=O)=O 2-(2,6-dioxopiperidin-3-yl)-5-(((trans-3-(4-(6-((tetrahydro-2H-pyran-4-yl)amino)pyridin-2-yl)-1H-pyrazol-1-yl)cyclobutyl)methyl)amino)isoindoline-1,3-dione